C/C(/C=O)=C\C1=CC=CC=C1 (E)-2-methyl-3-phenylacrolein